(R)-5-[4-Amino-2-(N-(2-amino-1-methyl-2-oxoethyl)-3,4-difluoro-anilino)thiazol-5-carbonyl]-N-(3,3-difluorocyclobutyl)isoxazol-3-carboxamid NC=1N=C(SC1C(=O)C1=CC(=NO1)C(=O)NC1CC(C1)(F)F)N(C1=CC(=C(C=C1)F)F)[C@@H](C(=O)N)C